2-[2-(trimethylsilyl)ethynyl]-1,3-thiazole C[Si](C#CC=1SC=CN1)(C)C